C1(CC1)C(=O)C1=CC(=C(COC2=CC=CC(=N2)C2CCN(CC2)CC2=NC3=C(N2C[C@H]2OCC2)C=C(C=C3)C(=O)OC)C=C1C)F methyl (S)-2-((4-(6-((4-(cyclopropanecarbonyl)-2-fluoro-5-methylbenzyl)oxy)pyridin-2-yl)piperidin-1-yl)methyl)-1-(oxetan-2-ylmethyl)-1H-benzo[d]imidazole-6-carboxylate